[1-(2,6-difluoro-4-aminothiocarbonyl-phenyl)-piperidin-4-yl]-acetic acid ethyl ester C(C)OC(CC1CCN(CC1)C1=C(C=C(C=C1F)C(=S)N)F)=O